((1s,3s)-3-Hydroxy-3-methylcyclobutyl)(7-(3-methoxy-5-(trifluoromethyl)phenyl)-2-azaspiro[3.5]nonan-2-yl)methanon OC1(CC(C1)C(=O)N1CC2(C1)CCC(CC2)C2=CC(=CC(=C2)C(F)(F)F)OC)C